OCCCCC=1C(NC(N([C@H]2C[C@H](O)[C@@H](CO)O2)C1)=O)=O 5-hydroxybutyl-2'-deoxyuridine